2-(3-bromoprop-1-ynyl)-6-fluoro-pyridine BrCC#CC1=NC(=CC=C1)F